2-methyl 5'-(difluoromethyl)-4'-fluoro-2'-methoxy-5-(methyl-d3)-[1,1'-biphenyl]-2-carboxylate FC(C=1C(=CC(=C(C1)C=1C(=CC=C(C1)C([2H])([2H])[2H])C(=O)OC)OC)F)F